1,4-dimethoxy-2-methylnaphthalene COC1=C(C=C(C2=CC=CC=C12)OC)C